NCCCCN(CCCCCC(=O)OCCCC(CCCCCC)CCCCCC)CCCCCC(=O)OCCCC(CCCCCC)CCCCCC 4-hexyldecyl 6-[4-aminobutyl-[6-(4-hexyldecoxy)-6-oxo-hexyl] amino]hexanoate